4-Benzoylstyrene C(C1=CC=CC=C1)(=O)C1=CC=C(C=C)C=C1